(2S)-4-(5-(3-((2-((S)-3-carboxybutanoyl)-4,7-difluoro-6-methoxy-3-methylisoindolin-5-yl)oxy)propoxy)-6-methoxyisoindolin-2-yl)-2-methyl-4-oxobutanoic acid C(=O)(O)[C@H](CC(=O)N1CC2=C(C(=C(C(=C2C1C)F)OCCCOC=1C=C2CN(CC2=CC1OC)C(C[C@@H](C(=O)O)C)=O)OC)F)C